tert-butyl 4-(4-bromo-3-(trifluoromethoxy)phenyl)piperazine-1-carboxylate BrC1=C(C=C(C=C1)N1CCN(CC1)C(=O)OC(C)(C)C)OC(F)(F)F